2,6-dibromocyclohexanone BrC1C(C(CCC1)Br)=O